(5-bromo-2-chlorophenyl)(4-(2-cyclopropoxyethoxy)phenyl)methanone BrC=1C=CC(=C(C1)C(=O)C1=CC=C(C=C1)OCCOC1CC1)Cl